(8-((4-(((R)-1-(3-bromophenyl)-ethyl)amino)-6-methoxy-2-methylquinazolin-7-yl)oxy)octyl)acetamide BrC=1C=C(C=CC1)[C@@H](C)NC1=NC(=NC2=CC(=C(C=C12)OC)OCCCCCCCCCC(=O)N)C